NC1=NN2C(C=C(C=C2)C=2C(=C(C(=O)NCC(C(C)(O)C3=CC=C(C=C3)F)(F)F)C(=CC2)Cl)F)=N1 3-(2-amino-[1,2,4]triazolo[1,5-a]pyridin-7-yl)-6-chloro-N-(2,2-difluoro-3-(4-fluorophenyl)-3-hydroxybutyl)-2-fluorobenzamide